C(C)(C)(C)OC(=O)N1CCC(CCC1)N1C(NC=2C(C1)=CN(N2)C)=O 4-(2-Methyl-6-oxo-2,4,6,7-tetrahydro-pyrazolo[3,4-d]pyrimidin-5-yl)-azepane-1-carboxylic acid tert-butyl ester